C(CCCCCCCCCCCCCCC)(=O)OCCCCCCCCCCCCCCCCCC stearyl palmitate